[N+](=O)([O-])C1=C(C(=CC(=C1N)[N+](=O)[O-])C(F)(F)F)N 2,4-dinitro-6-(trifluoromethyl)-1,3-phenylenediamine